NC=1C=C(C(=C(C1)C(C(C)(O)C)(F)F)Cl)C(C)NC1=NC(=NC2=CC(=C(C=C12)OCCOC1COC1)OC)C 1-(5-Amino-2-chloro-3-(1-((7-methoxy-2-methyl-6-(2-(oxetane-3-oxy)ethoxy)quinazolin-4-yl)amino)ethyl)phenyl)-1,1-difluoro-2-methylpropan-2-ol